N1=CC(=CC=C1)S(=O)(=O)N1CCN(CC1)C=1N=C(C2=C(N1)N=CS2)NC2=CC=C(C=C2)C 5-(4-(pyridin-3-ylsulfonyl)piperazin-1-yl)-N-(p-tolyl)thiazolo[4,5-d]Pyrimidin-7-amine